CC(CCCCCC)C(C(C(C(=O)O)(C(C)CCCCCC)C(C)CCCCCC)(O)C(=O)O)C(=O)O.C(C)(=C)O[C@@H](CN1C=NC=C1)C1=C(C=C(C=C1)Cl)Cl |r| (RS)-1-(β-allyloxy-2,4-dichlorophenylethyl)imidazole Tri(2-octyl)citrat